6-amino-2-((3S,4S)-4-amino-3-methyl-2-oxa-8-azaspiro[4.5]decane-8-yl)-5-iodo-3-methylpyrimidin-4(3H)-one NC1=C(C(N(C(=N1)N1CCC2([C@@H]([C@@H](OC2)C)N)CC1)C)=O)I